C(C)(C)NC(=O)C1=CC=C2C(=CC(N(C2=C1)C)=O)C1=CC=C(C=C1)C(F)(F)F N-Isopropyl-1-methyl-2-oxo-4-(4-(trifluoromethyl)phenyl)-1,2-dihydroquinoline-7-carboxamide